C(C)(C)C1=NN(C=C1C=1C=CC=2N(C1)N=NC2C(=O)NC=2C(=NC=C(C2)NC(CN2[C@H](CCC2)C)=O)C)C 6-(3-isopropyl-1-methyl-pyrazol-4-yl)-N-[2-methyl-5-[[2-[(2S)-2-methylpyrrolidin-1-yl]acetyl]amino]-3-pyridyl]triazolo[1,5-a]pyridine-3-carboxamide